2-(5-(2-(dimethylamino)ethyl)-3-methyl-2-oxopyridin-1(2H)-yl)-4-methylpentanoic acid Ethyl-2-(5-((dimethylamino)methyl)-2-oxopyridin-1(2H)-yl)-4-methylpentanoate C(C)OC(C(CC(C)C)N1C(C=CC(=C1)CN(C)C)=O)=O.CN(CCC=1C=C(C(N(C1)C(C(=O)O)CC(C)C)=O)C)C